ClC=1C=C(C=NC1)C=1C=NC(=CC1)NC(=O)C1(CCOCC1)C1=NC(=NC=C1)NS(=O)(=O)C1CC1 N-(5'-chloro-[3,3'-bipyridyl]-6-yl)-4-(2-(cyclopropanesulfonylamino)pyrimidin-4-yl)tetrahydro-2H-pyran-4-carboxamide